C1(CC1)[C@@]1(C(N([C@@H](C1)C)C=1C=2N(N=CC1)C=C(C2)C=2C=NN(C2)C)=O)C#N (3R,5R)-3-cyclopropyl-5-methyl-1-[6-(1-methylpyrazol-4-yl)pyrrolo[1,2-b]pyridazin-4-yl]-2-oxopyrrolidine-3-carbonitrile